C(=O)C1=C2C=C(NC2=CC=C1O)C(=O)NCCN1CCOCC1 4-formyl-5-hydroxy-N-(2-morpholinoethyl)-1H-indole-2-carboxamide